[N+](=O)([O-])C=1C=C2CCCSC2=CC1 6-nitrothiochromane